C1(=CC=CC=C1)P1(OC2=CC(=CC=C2)O1)=O m-phenylene phenylphosphonate